NC1=CN=C(N(C1=O)CC(=O)NCC1=CC=2C=NC=CC2N1S(=O)(=O)C1=CC=CC=C1)C 2-(5-amino-2-methyl-6-oxopyrimidin-1(6H)-yl)-N-((1-(benzenesulfonyl)-1H-pyrrolo[3,2-c]pyridin-2-yl)methyl)acetamide